CN(C(=O)C1=CC2=C(N=C(N=C2)NC2=NC=C(C=C2)CN2CC3CCC(C2)N3)N1C1CCCC1)C 7-Cyclopentyl-2-[5-(3,8-diaza-bicyclo[3.2.1]oct-3-ylmethyl)-pyridin-2-ylamino]-7H-pyrrolo[2,3-d]pyrimidine-6-carboxylic acid dimethylamide